N3-methylcytidine CN1C(N([C@H]2[C@H](O)[C@H](O)[C@@H](CO)O2)C=CC1=N)=O